N-methoxy-4-((2-(N-methylmethanesulfonamido)phenyl)amino)nicotinamide CONC(C1=CN=CC=C1NC1=C(C=CC=C1)N(S(=O)(=O)C)C)=O